dicyanoisophthalonitrile C(#N)C1=CC(=C(C=C1C#N)C#N)C#N